C(=O)(OC(C)(C)C)N1CCN(CC1)C=1C(=C(C=CC1)[N+](=O)[O-])F (4-Boc-piperazin-1-yl)-2-fluoronitrobenzene